5-[2-[2-[2-[(2S,6R)-2,6-dimethyl-4-[6-[5-(1-methylcyclopropoxy)-1H-indazol-3-yl]pyrimidin-4-yl]piperazin-1-yl]ethoxy]ethoxy]ethoxy]-2-(2,6-dioxo-3-piperidyl)isoindoline-1,3-dione C[C@@H]1N([C@@H](CN(C1)C1=NC=NC(=C1)C1=NNC2=CC=C(C=C12)OC1(CC1)C)C)CCOCCOCCOC=1C=C2C(N(C(C2=CC1)=O)C1C(NC(CC1)=O)=O)=O